tert-butyl (1-(2-((2-aminoethyl)amino)-3-(6-chloro-1H-benzo[d]imidazol-2-yl)-5-(3-fluoro-5-methylphenyl)pyridin-4-yl)piperidin-4-yl)carbamate NCCNC1=NC=C(C(=C1C1=NC2=C(N1)C=C(C=C2)Cl)N2CCC(CC2)NC(OC(C)(C)C)=O)C2=CC(=CC(=C2)C)F